3-Cyano-N-((1,2,3,5,6,7-hexahydro-s-indacen-4-yl)carbamoyl)pyrazine-2-sulfonamide, Potassium Salt [K].C(#N)C=1C(=NC=CN1)S(=O)(=O)NC(NC1=C2CCCC2=CC=2CCCC12)=O